CC1SC(SC1)C1=C[N+](=C2N(C1=O)C=CC=C2)CC=2C=NC=NC2 3-(4-methyl-1,3-dithiolan-2-yl)-4-oxo-1-(pyrimidin-5-ylmethyl)-4H-pyrido[1,2-a]pyrimidinium